1-bromo-chloro-3-fluoro-2-iodobenzene BrC1=C(C(=C(C=C1)Cl)F)I